N(=[N+]=[N-])CC=1N=C(N(C1Cl)CC1=CC=C(C=C1)C1=C(C=CC=C1)C1=NN=NN1)CCCC 5-(4'-((4-(azidomethyl)-2-butyl-5-chloro-1H-imidazol-1-yl)methyl)-[1,1'-biphenyl]-2-yl)-1H-tetrazole